BrC1=C2C=NN(C2=C(C=C1)SC)C1OCCCC1 4-bromo-7-(methylsulfanyl)-1-(oxan-2-yl)indazole